NC(C#CC=1C=C(C=2N(C1)N=CC2C#N)C=2C=NC(=CC2)N2CC1N(C(C2)C1)CC=1C=NC(=C(C1)F)OC)(C)C 6-(3-Amino-3-methylbut-1-yn-1-yl)-4-(6-(6-((5-fluoro-6-methoxypyridin-3-yl)methyl)-3,6-Diazabicyclo[3.1.1]heptan-3-yl)pyridin-3-yl)pyrazolo[1,5-a]pyridine-3-carbonitrile